NC1=NC=CC=C1C=1N(C2=C(C=NC(=C2)C#N)N1)C1=CC=C(C=C1)CCl 2-(2-aminopyridin-3-yl)-1-(4-(chloromethyl)phenyl)-1H-imidazo[4,5-c]pyridine-6-carbonitrile